CN(C)C[C@H]1CCCC[C@@]1(C2=CC(=CC=C2)OC)O The molecule is a 2-[(dimethylamino)methyl]-1-(3-methoxyphenyl)cyclohexanol in which both stereocentres have R-configuration; the (R,R)-enantiomer of the racemic opioid analgesic tramadol, it exhibits ten-fold higher analgesic potency than the (S,S)-enantiomer. It has a role as a delta-opioid receptor agonist, a kappa-opioid receptor agonist, a mu-opioid receptor agonist, an adrenergic uptake inhibitor, an antitussive, a capsaicin receptor antagonist, a muscarinic antagonist, a nicotinic antagonist, a NMDA receptor antagonist, an opioid analgesic, a serotonergic antagonist, a serotonin uptake inhibitor and a metabolite. It is a conjugate base of a (R,R)-tramadol(1+). It is an enantiomer of a (S,S)-tramadol.